L-2-carboxypropionitrile C(=O)(O)C(C#N)C